COC1=CC=C(C(=O)NC2=CC=C(C=C2)[C@@H]2CNCCO2)C=C1 |r| (RS)-4-Methoxy-N-(4-(morpholin-2-yl)phenyl)benzamide